C(CCCCCCCCCC)C(=CCCCCC)CCCCCCCCCCC di(undecyl)heptaneN